C1(=CC=CC=C1)CCSC1=CC=C(C=C1)S(=O)(=O)C1=CC=C(C=C1)SCCC1=CC=CC=C1 bis(4-(2-phenylethylthio)phenyl)sulfone